OC=1C=C(C=C(C1)O)CCC(=O)O 3-(3,5-dihydroxyphenyl)propionic acid